ClC1=C(C=C(C=C1)C1=CN(C=2N=CN(C(C21)=O)CC(=O)N2CC(C2)(F)F)C)C(F)(F)F 5-(4-chloro-3-(trifluoromethyl)phenyl)-3-(2-(3,3-difluoroazetidin-1-yl)-2-oxoethyl)-7-methyl-3H-pyrrolo[2,3-d]pyrimidin-4(7H)-one